1-Bromo-2-iodo-naphthalin BrC1=C(C=CC2=CC=CC=C12)I